4-((2,4-dioxo-3-(2-(3-(trifluoromethyl)phenoxy)ethyl)-3,4-dihydroquinazolin-1(2H)-yl)methyl)-N-hydroxybenzamide O=C1N(C2=CC=CC=C2C(N1CCOC1=CC(=CC=C1)C(F)(F)F)=O)CC1=CC=C(C(=O)NO)C=C1